FC(S(=O)(=O)OC1=C(C(=CC=C1C=O)C1=NC(=CC=C1NC(C)C=1C=C(C=C2C(C(=C(OC12)C1CC1)C)=O)C)Cl)F)(F)F 3-(6-chloro-3-((1-(2-cyclopropyl-3,6-dimethyl-4-oxo-4H-chromen-8-yl) ethyl)amino)pyridin-2-yl)-2-fluoro-6-formylphenyl trifluoromethanesulfonate